(1S,2S)-2-(1H-benzo[d]imidazol-2-yl)-N-((R)-1-oxo-1-(piperidin-4-ylamino)propan-2-yl)cyclopropane-1-carboxamide N1C(=NC2=C1C=CC=C2)[C@@H]2[C@H](C2)C(=O)N[C@@H](C(NC2CCNCC2)=O)C